FC=1C=NN(C1)C1=CC=C(C=N1)[C@H](C)N(C1=CC=C(C=N1)C=1C=2N(C=C(C1)OCCF)N=CC2C#N)C (S)-4-(6-((1-(6-(4-fluoro-1H-pyrazol-1-yl)pyridin-3-yl)ethyl)(methyl)amino)pyridine-3-yl)-6-(2-fluoroethoxy)pyrazolo[1,5-a]pyridine-3-carbonitrile